CSC1=C(C=CC=C1)C1=NC2=C(N1C1=CC=CC=C1)C=CC=C2 2-(2-(methylthio)phenyl)-1-phenyl-1H-benzo[D]imidazole